[N+](=O)([O-])C=1C=C(CBr)C=CC1 M-nitrobenzyl bromide